diglycidyl ethanedioate C(C(=O)OCC1CO1)(=O)OCC1CO1